4,6-Benzylidene-D-glucose C1C2C(C(C(C(O2)O)O)O)OC(O1)C3=CC=CC=C3